(1S)-6-chloro-1-(2-methylpropyl)-2-[4-(trifluoromethyl)pyridin-2-yl]-2,3,4,9-tetrahydro-1H-pyrido[3,4-b]indole ClC=1C=C2C3=C(NC2=CC1)[C@@H](N(CC3)C3=NC=CC(=C3)C(F)(F)F)CC(C)C